N-[4-(3-methoxyphenyl)thiazol-2-yl]-4-morpholino-benzamide COC=1C=C(C=CC1)C=1N=C(SC1)NC(C1=CC=C(C=C1)N1CCOCC1)=O